C1(CC1)C=1N=CC=2C=C3C(=C(C2C1)S(=O)(=O)NCC(C)(C)F)CC(C3)NC=3C1=C(C=NC3)N(C=N1)COCC[Si](C)(C)C 3-cyclopropyl-N-(2-fluoro-2-methyl-propyl)-7-[[3-(2-trimethylsilylethoxymethyl)imidazo[4,5-c]pyridin-7-yl]amino]-7,8-dihydro-6H-cyclopenta[g]isoquinoline-5-sulfonamide